5'-fluoro-N-methyl-7'-(trifluoromethyl)spiro[cyclopropane-1,1'-isochroman]-4'-amine FC1=C2C(COC3(C2=CC(=C1)C(F)(F)F)CC3)NC